2',4'-di-tert-butoxy-6-chloro-2-cyclopropyl-4,5'-bipyrimidin C(C)(C)(C)OC1=NC=C(C(=N1)OC(C)(C)C)C1=NC(=NC(=C1)Cl)C1CC1